C(C)[C@]1(C(OCC=2C(N3CC=4C(=NC=5C=CC(=C(C5C4)CN(C(CCOCCOCCOCCOCC)=O)C)O)C3=CC21)=O)=O)O N-(((S)-4-ethyl-4,9-dihydroxy-3,14-dioxo-3,4,12,14-tetrahydro-1H-pyrano[3',4':6,7]indolizino[1,2-b]quinolin-10-yl)methyl)-N-methyl-3,6,9,12-tetraoxapentadecane-15-amide